ClC1=CC=C(C=C1)C=1N=C2OC=CN2C1C(=O)NC1CC2=CC=CC=C2C1 6-(4-chlorophenyl)-N-(2,3-dihydro-1H-inden-2-yl)imidazo[2,1-b]oxazole-5-carboxamide